O1CCN(C12CCCCC2)C(=S)SCC=C 2-propenyl 1-oxa-4-azaspiro[4.5]decan-4-carbodithioat